2,6-Dibromoanthraquinone BrC1=CC=2C(C3=CC=C(C=C3C(C2C=C1)=O)Br)=O